Benzyl (3S,5S)-3-((4-(3-((5-amino-6-fluoro-2-methylnaphthalen-1-yl)oxy)pyridazin-4-yl)pyrimidin-2-yl)amino)-5-fluoropiperidine-1-carboxylate NC1=C2C=CC(=C(C2=CC=C1F)OC=1N=NC=CC1C1=NC(=NC=C1)N[C@@H]1CN(C[C@H](C1)F)C(=O)OCC1=CC=CC=C1)C